ClC=1C(=NC(=NC1)NC1=NN(N=C1)C)C1=CC=C2CN(C(C2=C1)=O)[C@@H](C(=O)N[C@H](CO)C1=CSC(=C1)C)C (2R)-2-(6-{5-chloro-2-[(2-methyl-2H-1,2,3-triazol-4-yl)amino]pyrimidin-4-yl}-1-oxo-2,3-dihydro-1H-isoindol-2-yl)-N-[(1S)-2-hydroxy-1-(5-methylthiophen-3-yl)ethyl]propionamide